The molecule is a fenchone that has 1S,4R stereochemistry. A colourless, oily liquid found in fennel oil, it is used in perfumery and as flavour in foods. It is an enantiomer of a (1R,4S)-fenchone. C[C@]12CC[C@H](C1)C(C2=O)(C)C